O=C1NC(CCC1N1C(C2=CC=C(C=C2C1=O)OCC1CN(CCO1)C(=O)OC(C)(C)C)=O)=O tert-butyl 2-(((2-(2,6-dioxopiperidin-3-yl)-1,3-dioxoisoindolin-5-yl)oxy)methyl)morpholine-4-carboxylate